2'-(2-acetamido-3,4,6-tri-O-acetyl-2-deoxy-β-D-galactopyranosyloxy)-[1,1'-Biphenyl]-3-carboxylic acid methyl ester COC(=O)C=1C=C(C=CC1)C1=C(C=CC=C1)O[C@H]1[C@@H]([C@@H](OC(C)=O)[C@@H](OC(C)=O)[C@H](O1)COC(C)=O)NC(C)=O